5-bromo-3-ethyl-1-isopropylpyridin-2(1H)-one BrC=1C=C(C(N(C1)C(C)C)=O)CC